3-(2-Methyl-10-((4-nitrobenzyl)oxy)-4-oxo-5,6-dihydro-2H-2,6-methanobenzo[g][1,3,5]oxadiazocin-3(4H)-yl)-N-(4-methylphenethyl)benzamid CC12OC3=C(C(NC(N1C=1C=C(C(=O)NCCC4=CC=C(C=C4)C)C=CC1)=O)C2)C=CC=C3OCC3=CC=C(C=C3)[N+](=O)[O-]